F[B-](F)(F)F.C1(CCCCC1)P(C1CCCCC1)C1CCCCC1 tricyclohexylphosphane tetrafluoroborate salt